4-[4-[[1-[(4-Methoxyphenyl)methyl]-2,6-dioxo-3-piperidyl]amino]phenyl]butanal COC1=CC=C(C=C1)CN1C(C(CCC1=O)NC1=CC=C(C=C1)CCCC=O)=O